(Z)-5-((1H-pyrrolo[3,2-b]pyridin-3-yl)methylene)-3-ethylimidazolidine-2,4-dione N1C=C(C2=NC=CC=C21)\C=C/2\C(N(C(N2)=O)CC)=O